C(=O)(OCC1C2=CC=CC=C2C2=CC=CC=C12)N[C@@H](C)C=O Fmoc-L-Alaninealdehyde